E-1-chloro-2-fluoroethene Cl\C=C\F